P(=O)(O)(O)CC(C(=O)O)CCC(=O)O 2-(PHOSPHONOMETHYL)PENTANEDIOIC ACID